N-(4-(4-((5-cyclopentyl-pyridin-2-yl)amino)-5-oxo-5,6-dihydro-1,6-naphthyridin-2-yl)-3-fluorophenyl)cyclohexane-carboxamide C1(CCCC1)C=1C=CC(=NC1)NC1=CC(=NC=2C=CNC(C12)=O)C1=C(C=C(C=C1)NC(=O)C1CCCCC1)F